OC[C@]1(NC[C@@H]([C@H]([C@@H]1O)O)O)CCC1=CC=CC=C1 (2R,3R,4R,5S)-2-(hydroxymethyl)-2-phenethylpiperidine-3,4,5-triol